C(C)(=O)OC1=CC=2CN(CCC2S1)C(C(=O)C1CC1)C1=C(C=CC=C1)F 5-[2-cyclopropyl-1-(2-fluorophenyl)-2-oxoethyl]-4,5,6,7-tetrahydrothieno[3,2-c]pyridin-2-yl acetate